C(C)(C)(C)OC(=O)NNCC1=CC(=C(C=C1)Br)F 2-(4-bromo-3-fluorobenzyl)hydrazine-1-carboxylic acid tert-butyl ester